O[C@H]1[C@H](OC(C([C@H]1O)OC)(C)C)OC=1C=CC(=C(C1)C1=CC(=CC=C1)F)CCNC(C)=O |&1:2| N-(2-(5-(((3R,4S,SR)-3,4-dihydroxy-5-methoxy-6,6-dimethyltetrahydro-2H-pyran-2-yl)oxy)-3'-fluoro-[1,1'-biphenyl]-2-yl)ethyl)acetamide